FC(C(=O)O)(F)F.FC=1C=C(C=C(C1C(F)(F)F)F)C=1C(=NC(=NC1)NC=1C=NN(C1)C)NC=1C=C(C=CC1F)NC(C=C)=O N-(3-((5-(3,5-difluoro-4-(trifluoromethyl)phenyl)-2-((1-methyl-1H-pyrazol-4-yl)amino)pyrimidin-4-yl)amino)-4-fluorophenyl)acrylamide trifluoroacetate